FC=1C=NNC1B(O)O 4-FLUORO-1H-PYRAZOL-5-YLBORONIC ACID